CCC(CC1=CC2=C(C=C1)OCO2)NC N-METHYL-1,3-BENZODIOXOLYLBUTANAMINE